(R)-4-hydroxy-2-(3-methyl-2,6-dioxopiperidin-3-yl)isoindoline-1,3-dione OC1=C2C(N(C(C2=CC=C1)=O)[C@]1(C(NC(CC1)=O)=O)C)=O